1',3'-dihydro-spiro[cyclohexane-1,2'-indene]-3'-amine hydrochloride Cl.C1C2(C(C3=CC=CC=C13)N)CCCCC2